ClC1=CC(=C(S1)C1=CC=C(C(=N1)C)O[C@H](CCC(=O)O)CCC)COC(N(C)CC)=O (1S,3S)-3-((6-(5-chloro-3-(((ethyl(methyl)carbamoyl)oxy)methyl)thiophen-2-yl)-2-Methylpyridin-3-yl)oxy)hexane-1-carboxylic acid